tert-butyl 2-(cyclopropanecarbonyl)-2-methyl-1-(2,4,5-trifluorobenzyl)hydrazine-1-carboxylate C1(CC1)C(=O)N(N(C(=O)OC(C)(C)C)CC1=C(C=C(C(=C1)F)F)F)C